ClC=1C=C(C=NC1N1N=CC=N1)NC(=O)C=1C=NN(C1C(F)(F)F)C1=CN=C2C3=C(C=CC=C13)C(N2)=C=O N-(5-chloro-6-(2H-1,2,3-triazol-2-yl)pyridin-3-yl)-1-(2-carbonyl-1,2-dihydropyrrolo[4,3,2-ij]isoquinolin-6-yl)-5-(trifluoromethyl)-1H-pyrazole-4-carboxamide